[C@@H]1([C@H](O)[C@@H](O)[C@H](O)[C@H](O1)CO)OC(CC1=CC(=C(C(=O)C2=CC=CC=C2)C=C1)O)C 4-(2-beta-glucopyranosyloxypropyl)-2-hydroxybenzophenone